(4-(difluoromethyl)-2-fluorophenyl)methanol FC(C1=CC(=C(C=C1)CO)F)F